FC1=CC=C(C=C1)C1=NN2C(CN(CC2)N2CCNCC2)=C1C1=CC(=NC=C1)CO (4-(2-(4-fluorophenyl)-5-(piperazin-1-yl)-4,5,6,7-tetrahydropyrazolo[1,5-a]pyrazin-3-yl)pyridin-2-yl)methanol